C(C)(C)(C)C=1C=CC(=C(C1)CC(=O)O)OC 2-(5-tert-butyl-2-methoxy-phenyl)acetic acid